NC1=C(C=C(C=C1)[N+](=O)[O-])NC([C@H](CC(C)C)NC(OC(C)(C)C)=O)=O tert-Butyl (S)-(1-((2-amino-5-nitrophenyl)amino)-4-methyl-1-oxopentan-2-yl)carbamate